[Na].C(CCCCCCCCCCCC)C1=CC=CC=C1 tridecyl-benzene sodium